Benzyl (S)-2-(6-chloro-7H-purin-8-yl)pyrrolidine-1-carboxylate ClC1=C2NC(=NC2=NC=N1)[C@H]1N(CCC1)C(=O)OCC1=CC=CC=C1